C(\C=C/C(=O)[O-])(=O)[O-].C(CCCCCCC)[Sn+2]CCCCCCCC Dioctyltin maleate